ClC1=CC(=C(C(=C1)F)N1C[C@H]([C@@](CC1)(O)COC1=C2CCC(NC2=C(C=C1)F)=O)N[C@@H](C(C)C)C(=O)O)F (3r,4r)-1-(4-chloro-2,6-difluorophenyl)-4-{[(8-fluoro-2-oxo-1,2,3,4-tetrahydroquinolin-5-yl)oxy]methyl}-4-hydroxypiperidin-3-yl-L-valine